C(#N)C1CC(C1)C1=CN(C2=C1C=NC(=C2)NC(C)=O)C2=NC(=CC(=C2)C)C2(COCC2)OC N-(3-((1r,3r)-3-cyanocyclobutyl)-1-(6-(3-Methoxytetrahydrofuran-3-yl)-4-methylpyridin-2-yl)-1H-pyrrolo[3,2-c]pyridin-6-yl)acetamide